[N+](=O)([O-])C1=C(C(=O)N)C=CC=C1Cl 2-nitro-3-chloro-benzamide